(E,Z)-N'-((5-bromopyridin-2-yl)methylene)-4-methylbenzene-sulfonohydrazide BrC=1C=CC(=NC1)\C=N\NS(=O)(=O)C1=CC=C(C=C1)C